N-cyclohexyl-3-(3,4-dihydroquinolin-1(2H)-yl)propanamide C1(CCCCC1)NC(CCN1CCCC2=CC=CC=C12)=O